9-Bromo-8-((3R,5S)-4-cyclobutyl-3,5-dimethyl-piperazin-1-yl)-6,6-dimethyl-11-oxo-6,11-dihydro-5H-benzo[b]carbazole-3-carbonitrile BrC1=CC2=C(C(C=3NC4=CC(=CC=C4C3C2=O)C#N)(C)C)C=C1N1C[C@H](N([C@H](C1)C)C1CCC1)C